sodium 2-methylpropan-2-olate CC(C)(C)[O-].[Na+]